FC(C=1C=C(OCC=2C=CC(=NC2)C=O)C=CC1)(F)F 5-{[3-(trifluoromethyl)phenoxy]methyl}pyridine-2-carbaldehyde